FC1=CC(=C2C(=CNC2=C1)CCN(C(C)C)C)OC N-(2-(6-fluoro-4-methoxy-1H-indol-3-yl)ethyl)-N-methylpropan-2-amine